(2s)-2-amino-4-(3-(2',4'-dichloro-[1,1'-biphenyl]-4-yl)-4,4,4-trifluoro-3-(trifluoromethyl)butylsulfonimidoyl)butanoic acid N[C@H](C(=O)O)CCS(=O)(=N)CCC(C(F)(F)F)(C(F)(F)F)C1=CC=C(C=C1)C1=C(C=C(C=C1)Cl)Cl